1-methyl-6-(((6-(piperazin-1-yl)pyridin-2-yl)oxy)methyl)-1H-indazole hydrochloride Cl.CN1N=CC2=CC=C(C=C12)COC1=NC(=CC=C1)N1CCNCC1